(E)-1,2-bis(2',3',4',5',6'-pentafluoro-[1,1'-biphenyl]-4-yl)ethylene FC1=C(C(=C(C(=C1F)F)F)F)C1=CC=C(C=C1)\C=C\C1=CC=C(C=C1)C1=C(C(=C(C(=C1F)F)F)F)F